O=C(C(=S)O)CCC keto-γ-methylthiobutyric acid